N1=CN(N=C1)O 1,3,4-triazole-3-ol